4-bromo-2-(hydroxymethyl)-6-{3-[5-(4-methyl-4H-1,2,4-triazol-3-yl)spiro[2.3]hexan-5-yl]phenyl}-1-{[2-(trimethylsilyl)ethoxy]methyl}-1,6-dihydro-7H-pyrrolo[2,3-c]pyridin-7-one BrC=1C2=C(C(N(C1)C1=CC(=CC=C1)C1(CC3(CC3)C1)C1=NN=CN1C)=O)N(C(=C2)CO)COCC[Si](C)(C)C